ClC1=NC2=C(C=C1)N(N=C2I)CC(=O)OC(C)(C)C tert-Butyl 2-(5-chloro-3-iodo-1H-pyrazolo[3,4]pyridine-1-yl)acetate